OC1=C(C(N(C2=NC=CC=C12)C)=O)[N+](=O)[O-] 4-hydroxy-1-methyl-3-nitro-1,8-naphthyridin-2(1H)-one